CC(=O)C1=CC(=C(C=C1Cl)Cl)F 2,4-dichloro-5-fluoro-acetophenone